NC1=NC=2C=CC(=CC2C2=C1COC2)C(=O)N2[C@@H](COCC2)C2=NC=C(C=C2)C(F)(F)F (4-amino-1,3-dihydrofuro[3,4-c]quinolin-8-yl)-[(3R)-3-[5-(trifluoromethyl)-2-pyridyl]morpholin-4-yl]methanone